C(#N)C=1C=2N(C=C(N1)C)C=C(N2)NC(=O)C2=C(C=C(C1=CN(N=C21)C)N2CCC(CC2)NCC)F N-(8-cyano-6-methyl-imidazo[1,2-a]pyrazin-2-yl)-4-[4-(ethylamino)-1-piperidyl]-6-fluoro-2-methyl-indazole-7-carboxamide